trans-tert-butyl N-(4-aminocyclohexyl)carbamate N[C@@H]1CC[C@H](CC1)NC(OC(C)(C)C)=O